CS(=O)(=O)C=1C=C2CNCC2=CC1 5-methanesulfonyl-2,3-dihydro-1H-isoindole